2-({2-[(4-chloro-2-fluorophenyl)methoxy]-3-(trifluoromethyl)quinolin-7-yl}methyl)-7-fluoro-1-{[(2S)-oxetan-2-yl]methyl}-1H-1,3-benzodiazole-6-carboxylic acid ClC1=CC(=C(C=C1)COC1=NC2=CC(=CC=C2C=C1C(F)(F)F)CC1=NC2=C(N1C[C@H]1OCC1)C(=C(C=C2)C(=O)O)F)F